C(=O)(O)C1=CC=C(C=C1)NC=1SC2=C(N1)CC[C@@]1([C@H]3CC[C@]4([C@H]([C@@H]3CCC12)CCC4=O)C)C (5aR,5bS,7aS,10aS,10bR)-2-((4-carboxyphenyl)amino)-5a,7a-dimethyl-4,5,5a,5b,6,7,7a,9,10,10a,10b,11,12,12a-tetradecahydro-8H-cyclopenta[7,8]phenanthro[2,1-d]thiazol-8-one